C(#N)C1=CC=C(C(=O)OCCCC)C=C1 butyl p-cyanobenzoate